OC[C@@H]1CCC(N1C)=O (5S)-5-(hydroxymethyl)-1-methylpyrrolidin-2-one